FC1(CN(C1)CCOC1=CC(=C2CN(C(C2=C1)=O)C1CCC(CC1)C(=O)NC1=CC(=C(C=C1)C)OC)C)F (1s,4s)-4-(6-(2-(3,3-Difluoroazetidin-1-yl)ethoxy)-4-methyl-1-oxoisoindolin-2-yl)-N-(3-methoxy-4-methylphenyl)cyclohexanecarboxamide